FC=1C=CC(=C2C=C(NC12)C)N1C(C=2C=C(C(=NC2C(=C1)C(=O)N1CCC(CC1)F)OC)OC)=O 6-(7-fluoro-2-methyl-1H-indol-4-yl)-8-(4-fluoropiperidine-1-carbonyl)-2,3-dimethoxy-1,6-naphthyridin-5(6H)-one